tert-butyl benzyl(2-hydroxy-2-(2-(hydroxymethyl)-3-(2-(trifluoromethyl)pyridin-4-yl)phenyl)ethyl)carbamate C(C1=CC=CC=C1)N(C(OC(C)(C)C)=O)CC(C1=C(C(=CC=C1)C1=CC(=NC=C1)C(F)(F)F)CO)O